manganese phthalocyanine C1=CC=C2C(=C1)C3=NC4=NC(=NC5=C6C=CC=CC6=C([N-]5)N=C7C8=CC=CC=C8C(=N7)N=C2[N-]3)C9=CC=CC=C94.[Mn+2]